B(O)(O)CCCC1(C(NC2CC(C12)O)C(=O)O)C 4-(3-boronopropyl)-6-hydroxy-4-methyl-2-azabicyclo[3.2.0]heptane-3-carboxylic acid